COC1=CC=C(C=C1)CN(C1=C(C=C(C(=N1)CC(C(=O)OCC)=O)[N+](=O)[O-])Br)CC1=CC=C(C=C1)OC ethyl 3-[6-[bis[(4-methoxyphenyl)methyl]amino]-5-bromo-3-nitro-2-pyridyl]-2-oxo-propanoate